(R)-4-(1-(1-(4-(trifluoromethyl)benzyl)-5-(3-(trifluoromethyl)phenyl)-1H-indole-7-carboxamido)ethyl)benzoic acid FC(C1=CC=C(CN2C=CC3=CC(=CC(=C23)C(=O)N[C@H](C)C2=CC=C(C(=O)O)C=C2)C2=CC(=CC=C2)C(F)(F)F)C=C1)(F)F